N1=CC=CC(=C1)C=1C=CC=NC1 bipyridin-5-yl